CC1=CC(=NO1)OC1CN(CC1)CC(=O)N 2-(3-((5-methylisoxazol-3-yl)oxy)pyrrolidin-1-yl)acetamide